CS(=O)(=O)C=1C=C2C(=NC1NC(C(C)(C)C)=O)NN=C2 N-(5-(methylsulfonyl)-1H-pyrazolo[3,4-b]pyridin-6-yl)trimethylacetamide